C(C)(C)(C)C1=CC(=C(C(=C1)C)C=1NC2=CC=NC(=C2C(C1)=O)CO)OC1=C(C=C(C=C1)F)OC 2-[4-tert-butyl-2-(4-fluoro-2-methoxy-phenoxy)-6-methyl-phenyl]-5-(hydroxymethyl)-1H-1,6-naphthyridin-4-one